BrC=1C(=NC(=C(C1)C)C)NC1=C(C(=CC=C1C)C1=NNC=C1)C 3-Bromo-N-(2,6-dimethyl-3-(1H-pyrazol-3-yl)phenyl)-5,6-dimethylpyridin-2-amine